2-(2-methoxyethoxy)ethoxy-4-methylbenzenesulfonic acid COCCOCCOC1=C(C=CC(=C1)C)S(=O)(=O)O